N=1N(N=C2C1C=CC=C2)C2=C(C(=CC(=C2)C(C)(C2=CC=CC=C2)C)C(C)(C)C2=CC=CC=C2)O (2-(2H-Benzotriazol-2-yl))-4,6-bis(1-methyl-1-phenylethyl)phenol